3-(4-chlorophenyl)-2-buten-1-aldoxime ClC1=CC=C(C=C1)C(=CC=NO)C